BrCC=1C(=NOC1C1CC1)C1=C(C=CC=C1Cl)Cl 4-bromomethyl-5-cyclopropyl-3-(2,6-dichlorophenyl)-isoxazole